(2S)-2-N-fluorenylmethoxycarbonylamino-5,5-dimethylnorleucine C1(=CC=CC=2C3=CC=CC=C3CC12)COC(=O)NN[C@@H](CCC(C)(C)C)C(=O)O